O=C1N(C(C2=CC=CC=C12)=O)C(C)C1=NC(=NN1C1=NC=CC=N1)NC(OC(C)(C)C)=O tert-butyl N-[5-[1-(1,3-dioxoisoindolin-2-yl)ethyl]-1-pyrimidin-2-yl-1,2,4-triazol-3-yl]carbamate